CC1(C2C3CCCC3C(C1)C2)OC(=O)C2C1C=CC(C2)C1=O 5-(5-methyl-octahydro-4,7-methyleneinden-5-yloxycarbonyl)-7-oxo-bicyclo[2.2.1]Hept-2-ene